NCC1=NNC(C2=CC=C(C=C12)C=1C=NN(C1C1=C(C(=C2C=C(C=NC2=C1C#N)C)C)F)C)=O (P)-7-(4-(4-(aminomethyl)-1-oxo-1,2-dihydrophthalazin-6-yl)-1-methyl-1H-pyrazol-5-yl)-6-fluoro-3,5-dimethylquinoline-8-carbonitrile